CC(CCNC1=NC(=CC(=N1)NC=1SC(=CN1)C(=O)NC1=C(C(=CC=C1C)O)C)C)(C)C 2-((2-((3,3-Dimethylbutyl)amino)-6-methylpyrimidin-4-yl)amino)-N-(3-hydroxy-2,6-dimethylphenyl)thiazole-5-carboxamide